N1C(CCCC1)C1=CC=2C(=NC=CC2C=2C=C3C(=NNC3=CC2)N)N1 5-(2-(Piperidin-2-yl)-1H-pyrrolo[2,3-b]pyridin-4-yl)-1H-indazol-3-amine